NC(CC(=O)O)C(NC(C(OCCC)=O)C(C)O)=O 3-Amino-3-[(3-hydroxy-1-oxo-1-propoxybutan-2-yl)carbamoyl]propanoic acid